C(C)(C)(C)OC(=O)N1C(C(CC1)NS(=O)(=O)C1CC1)CC=1N=C(SC1)C1=CC=CC=C1 3-((cyclopropylsulfonyl)amino)-2-((2-phenyl-1,3-thiazol-4-yl)methyl)pyrrolidine-1-carboxylic acid tert-butyl ester